3-nitro-4-fluorophenoxyacetic acid [N+](=O)([O-])C=1C=C(OCC(=O)O)C=CC1F